6-(2-hydroxy-2-methylpropoxy)-4-(6-(6-(6-methoxy-5-methylnicotinoyl)-3,6-diazabicyclo[3.1.1]heptan-3-yl)pyridin-3-yl)pyrazolo[1,5-a]pyridine-3-carbonitrile OC(COC=1C=C(C=2N(C1)N=CC2C#N)C=2C=NC(=CC2)N2CC1N(C(C2)C1)C(C1=CN=C(C(=C1)C)OC)=O)(C)C